2,2-dimethyl-3-(4-(2-methyl-11H-dibenzo[b,e]azepin-6-yl)piperazin-1-yl)propanoic acid CC(C(=O)O)(CN1CCN(CC1)C=1C2=C(CC3=C(N1)C=CC(=C3)C)C=CC=C2)C